C(C)NC1CCN(CC1)C1=C(C=C(C=C1)C=1C=CC=2N=CC=3N(C2N1)C(=NN3)N3C[C@@H](N([C@@H](C3)C)C)C)C(F)(F)F N-ethyl-1-(2-(trifluoromethyl)-4-(9-((3S,5R)-3,4,5-trimethylpiperazin-1-yl)pyrido[3,2-e][1,2,4]triazolo[4,3-a]pyrazin-2-yl)phenyl)piperidin-4-amine